C1(CC1)NC(C1=C(C=C(C=C1OC)C1=CN=C2N1C=CC(=C2)OCC=2N(C=CN2)C)OC(F)F)=O N-cyclopropyl-2-(difluoromethoxy)-6-methoxy-4-[7-[(1-methylimidazol-2-yl)methoxy]imidazo[1,2-a]pyridin-3-yl]benzamide